P(=O)(OCCCl)(OCCCl)OCCCl tris(β-chloroethyl) phosphate